N,N'-ditertiarybutylcarbodiimide C(C)(C)(C)N=C=NC(C)(C)C